COC1=C(C=C(C(=C1)N(CC1N(CCC1)C)C)[N+](=O)[O-])NC1=NC=C(C(=N1)N1CC(C2=NC(=CC=C21)C)(C)C)C(=O)OC(C)C isopropyl 2-((2-methoxy-4-(methyl((1-methyl-pyrrolidin-2-yl)methyl)amino)-5-nitrophenyl)amino)-4-(3,3,5-trimethyl-2,3-dihydro-1H-pyrrolo[3,2-b]pyridin-1-yl)pyrimidine-5-carboxylate